(2-cyclopropyl-6-((tetrahydro-2H-pyran-3-yl)methoxy)pyridin-4-yl)methanone benzyl-methacrylate dimethyl-aminomethyl-methacrylate CCC(C(=O)O)=C(CN)C.C(C1=CC=CC=C1)OC(C(=C)C)=O.C1(CC1)C1=NC(=CC(=C1)C=O)OCC1COCCC1